3-(3-fluoro-2-oxo-indol-3-yl)-quinolinone FC1(C(NC2=CC=CC=C12)=O)C=1C(NC2=CC=CC=C2C1)=O